heptadecyl 7-(4-(4-(benzo[b]thiophen-4-yl)piperazin-1-yl)butoxy)-2-oxoquinoline-1(2H)-carboxylate S1C2=C(C=C1)C(=CC=C2)N2CCN(CC2)CCCCOC2=CC=C1C=CC(N(C1=C2)C(=O)OCCCCCCCCCCCCCCCCC)=O